C1(CC1)C1=C(CN2C(C3=NC=CC=C3C2=O)([2H])[2H])C(=CC(=C1)C=1C2=CN(N=C2C(=CC1)C(F)(F)F)C)F 6-(2-cyclopropyl-6-fluoro-4-(2-methyl-7-(trifluoromethyl)-2H-indazol-4-yl)benzyl)-6,7-di-hydro-5H-pyrrolo[3,4-b]pyridin-5-one-7,7-d2